COC1=NC=CC=C1C=1C(N(C(NC1)=O)C=1C=NC=CC1)=O 5-(2-methoxy-3-pyridyl)-3-(3-pyridyl)pyrimidine-2,4-dione